FS(C1=CC=C(N[C@@H]2CC[C@H](CC2)S(=O)(=O)C2=CC=C(C=C2)C=2C=CC=3N(C2)C(=NN3)C3CNC3)C=C1)(F)(F)(F)F 4-(pentafluoro-λ6-sulfanyl)-N-[trans-4-{4-[3-(azetidin-3-yl)-[1,2,4]triazolo[4,3-a]pyridin-6-yl]benzenesulfonyl}cyclohexyl]aniline